N-(3-chloro-4-fluorophenyl)-N-(3,4-dimethoxybenzyl)-7-(1-methyl-1H-pyrazol-4-yl)-6-nitroquinazolin-4-amine ClC=1C=C(C=CC1F)N(C1=NC=NC2=CC(=C(C=C12)[N+](=O)[O-])C=1C=NN(C1)C)CC1=CC(=C(C=C1)OC)OC